C(C)C1C(N(CCN1C=1N=CC2=C(N1)C(=NN2)C=2C=NN(C2)C)C)=O 3-Ethyl-1-methyl-4-(3-(1-methyl-1H-pyrazol-4-yl)-1H-pyrazolo[4,3-d]pyrimidin-5-yl)piperazin-2-one